COC(C1=C(C(=CC(=C1)F)CC=CC)O)=O methyl-3-(but-2-en-1-yl)-5-fluoro-2-hydroxybenzoate